BrC=1C(=NC=CC1)CO[Si](C)(C)C(C)(C)C 3-bromo-2-(((tert-butyldimethylsilyl)oxy)methyl)pyridine